C(C1=CC=CC=C1)NC(NC=1C=CC=C2CCC(OC12)C(=O)NOC1OCCCC1)=O 8-(3-benzylureido)-N-((tetrahydro-2H-pyran-2-yl)oxy)chromane-2-carboxamide